CN(CCC=1C(=CC(N(C1)C(C(=O)N[C@@H](CC(=O)OCC)C=1C(=C(C=C(C1F)C)C1=C(C=C(C=C1C)C)F)F)CC(C)C)=O)C(F)(F)F)C ethyl (3S)-3-(2-(5-(2-(dimethylamino)ethyl)-2-oxo-4-(trifluoromethyl)pyridin-1(2H)-yl)-4-methylpentanamido)-3-(2,2',4-trifluoro-4',5,6'-trimethyl-[1,1'-biphenyl]-3-yl)propanoate